1-(4-fluorophenoxy)cyclopropane-1-carboxylic acid FC1=CC=C(OC2(CC2)C(=O)O)C=C1